[Ca+2].CC1C(C(CCC1)C(=O)[O-])C(=O)[O-] 3-methylcyclohexane-1,2-dicarboxylic acid calcium salt